[Cl-].[Cl-].C[SiH](C)[Zr+2](C1(C=CC=C1)CCC)C1(C(=C(C(=C1)C)C)C)C dimethylsilyl(tetramethylcyclopentadienyl)(n-propylcyclopentadienyl)zirconium dichloride